methyl 3-(3-methoxyphenyl)-3-oxopropionate COC=1C=C(C=CC1)C(CC(=O)OC)=O